6,7-difluoro-1,3-benzoxazole-5-carbaldehyde FC1=C(C2=C(N=CO2)C=C1C=O)F